C(C)OC(=O)C1CCN(CC1)C(=O)OC(C)(C)C piperidine-1,4-dicarboxylic acid 1-tert-butyl ester 4-ethyl ester